(5s,7s)-7-fluoro-2-(1-fluorocyclopropyl)sulfonyl-5-phenyl-6,7-dihydro-5H-pyrrolo[1,2-B][1,2,4]triazole F[C@H]1C[C@H](N2N=C(N=C21)S(=O)(=O)C2(CC2)F)C2=CC=CC=C2